FC=1C=C2C(=NC1)NC=C2N2N=C(C=CC2=O)NC(C(=O)O)CCCC ((1-(5-fluoro-1H-pyrrolo[2,3-b]pyridin-3-yl)-6-oxo-1,6-dihydropyridazin-3-yl)amino)hexanoic acid